[Cl-].O1C(CCCC1)N1N=CN=C1[Zn+] (1-(Tetrahydro-2H-pyran-2-yl)-1H-1,2,4-triazol-5-yl)zinc (II) chloride